N-[(4-(5-bromopyridine-2-oxy)phenyl)thiocarbamoyl]furan-2-carboxamide BrC=1C=CC(=NC1)OC1=CC=C(C=C1)NC(=S)NC(=O)C=1OC=CC1